C(C)(C)C=1C=C2C(CCOC2=CC1OC(C1=CC=C(C#N)C=C1)C1=CC=NC=C1)=O 4-(((6-isopropyl-4-oxochroman-7-yl)oxy)(pyridin-4-yl)methyl)benzonitrile